N-{6-[(5-cyclopropyl-1H-pyrazol-3-yl)amino]-5-methoxy-1,2-benzoxazol-3-yl}-2,6-dimethoxy-N-[(4-methoxyphenyl)methyl]-4-(piperidin-4-yl)benzene-1-sulfonamide C1(CC1)C1=CC(=NN1)NC1=CC2=C(C(=NO2)N(S(=O)(=O)C2=C(C=C(C=C2OC)C2CCNCC2)OC)CC2=CC=C(C=C2)OC)C=C1OC